ClC1=NC(=CC(=C1)C=1C(=NN2C1N=C(C=C2)C(=O)NC2(CNCC2)C)C2=CC(=CC=C2)C#N)C 3-(2-Chloro-6-methyl-4-pyridyl)-2-(3-cyanophenyl)-N-(3-methylpyrrolidin-3-yl)pyrazolo[1,5-a]pyrimidine-5-carboxamide